(2,3-difluoro-4-methoxyphenyl)boric acid FC1=C(C=CC(=C1F)OC)OB(O)O